Endo-3-((8-((4-([1,2,4]triazolo[1,5-a]pyridin-7-yloxy)-3-methylphenyl)amino)pyrimido[5,4-d]pyrimidin-2-yl)oxy)-8-azabicyclo[3.2.1]octane-8-carboxylic acid tert-butyl ester C(C)(C)(C)OC(=O)N1C2CC(CC1CC2)OC=2N=CC1=C(N2)C(=NC=N1)NC1=CC(=C(C=C1)OC1=CC=2N(C=C1)N=CN2)C